(R)-N-(tetrahydrofuran-3-yl)-2-(2-(2,2,2-trifluoroethylamino)pyrimidin-4-yl)-1H-pyrrolo[3,2-c]pyridin-6-amine O1C[C@@H](CC1)NC1=CC2=C(C=N1)C=C(N2)C2=NC(=NC=C2)NCC(F)(F)F